CN(C=1C=C(CO[Si](CC)(CC)CC)C=CC1)C 3-dimethylaminobenzyloxytriethylsilane